1-nitroprop-1-en-2-amine [N+](=O)([O-])C=C(C)N